(bis(4-methoxybenzyl)amino)picolinic acid COC1=CC=C(CN(CC2=CC=C(C=C2)OC)C=2C(=NC=CC2)C(=O)O)C=C1